O1COC2=C1C=CC(=C2)CC2C(NC(NC2=O)=S)=O 5-(Benzo[d][1,3]dioxol-5-ylmethyl)-2-thioxodihydropyrimidine-4,6(1H,5H)-dione